NC1=C2N=CN(C2=NC=N1)C[C@@H](C)OCP(OCCOCCCCCCCCCCCCC#C[Si]1(CCC1)C)(O)=O 2-((14-(1-methylsiletan-1-yl)tetradec-13-yn-1-yl)oxy)ethyl hydrogen ((((R)-1-(6-amino-9H-purin-9-yl)propan-2-yl)oxy)methyl)phosphonate